C[C@H]1N(CCOC1)C1=NC(=NC(=C1)C1(CC1)[S@@](=O)(=N)C)C1=C2C(=NC=C1)NC=C2 4-{4-[(3R)-3-Methylmorpholin-4-yl]-6-[1-((R)-S-methylsulfonimidoyl)cyclopropyl]pyrimidin-2-yl}-1H-pyrrolo[2,3-b]-pyridine